tert-butyl N-(benzyloxycarbonylamino)-N-[[(3S)-2-oxo-3-piperidyl]methyl]carbamate C(C1=CC=CC=C1)OC(=O)NN(C(OC(C)(C)C)=O)C[C@H]1C(NCCC1)=O